CC1=CC=CC(=N1)OC1=CC(=NC=N1)OC1=C(C=CC=C1)/C(/C(=O)OC)=C\OC (E)-methyl 2-{2-[6-(6-methylpyridin-2-yloxy) pyrimidin-4-yloxy] phenyl}-3-methoxyacrylate